5-((2-aminoethyl)amino)naphthalene-1-sulfonic acid sodium salt [Na+].NCCNC1=C2C=CC=C(C2=CC=C1)S(=O)(=O)[O-]